1-(5-bromo-2-fluoro-4-methylphenyl)-3-(2,2-difluorobenzo[d][1,3]dioxolan-4-yl)urea BrC=1C(=CC(=C(C1)NC(=O)NC1=CC=CC=2OC(OC21)(F)F)F)C